N-(4-((6-amino-5-chloropyrimidin-4-yl)thio)-2-fluorophenyl)-1-(4-fluorophenyl)-2-oxo-1,2-dihydropyridine-3-carboxamide NC1=C(C(=NC=N1)SC1=CC(=C(C=C1)NC(=O)C=1C(N(C=CC1)C1=CC=C(C=C1)F)=O)F)Cl